C(CCCCC)OC(CCCCC#N)OCCCCCC 6,6-bis(hexyloxy)hexanenitrile